NCCC=1C=NC(=NC1)C1=C(C=C(C#N)C=C1)S(=O)C1=CN=NC(=C1)N1CCCCC1 4-[5-(2-aminoethyl)pyrimidin-2-yl]-3-(6-piperidin-1-ylpyridazin-4-yl)sulfinylbenzonitrile